3-bromopropyl-2-((6aR,10aR)-6a,7,10,10a-tetrahydro-1-hydroxy-6,6,9-trimethyl-6H-benzo[c]chromen-3-yl)-2-methylpropanoate BrCCCOC(C(C)(C)C1=CC(=C2[C@H]3[C@H](C(OC2=C1)(C)C)CC=C(C3)C)O)=O